naphthopyrrolidone C1(CNC2=C1C1=CC=CC=C1C=C2)=O